ClC1=CC=C(C=C1)[C@H](C)NC=1C=C2C(=CN1)OC=C(C2=O)C2=CC=C1C=NNC1=C2 (S)-6-((1-(4-chlorophenyl)ethyl)amino)-3-(1H-indazol-6-yl)-4H-pyrano[2,3-c]pyridin-4-one